ClC=1C2=C(N=C(N1)C)C(=NN2C)C 7-chloro-1,3,5-trimethylpyrazolo[4,3-d]pyrimidine